5-(5-(azetidin-1-yl)-1-(tetrahydrofuran-3-yl)-1H-imidazo[4,5-b]pyridin-2-yl)-3-methoxybenzene-1,2-diol N1(CCC1)C1=CC=C2C(=N1)N=C(N2C2COCC2)C2=CC(=C(C(=C2)O)O)OC